tert-butyl 2-[7-(4-fluoro-2-methoxy-phenyl)-4-(1-methylpyrazol-4-yl) thieno[3,2-c]pyridin-6-yl]-6,7-dihydro-4H-thiazolo[5,4-c]pyridine-5-carboxylate FC1=CC(=C(C=C1)C=1C2=C(C(=NC1C=1SC=3CN(CCC3N1)C(=O)OC(C)(C)C)C=1C=NN(C1)C)C=CS2)OC